propenyl tert-butyl ether C(C)(C)(C)OC=CC